((2R,4S)-1-p-toluenesulfonyl-4-(trifluoromethyl)piperidin-2-yl)benzaldehyde CC1=CC=C(C=C1)S(=O)(=O)N1[C@H](C[C@H](CC1)C(F)(F)F)C1=C(C=O)C=CC=C1